BrC=1C(=C(C=C(C1)C)N1C2=CC=CC=C2C=2C=CC=CC12)OCOC 9-(3-bromo-2-(methoxymethoxy)-5-methylphenyl)-9H-carbazole